CC1=NC2=C(N1COCC[Si](C)(C)C)C=C(C=C2)C(C)O 1-(2-methyl-1-((2-(trimethylsilyl)ethoxy)methyl)-1H-benzo[d]imidazol-6-yl)ethan-1-ol